C(C)(C)(C)OC(=O)CCCCC(C(=O)O)N 6-t-butoxycarbonyl-aminocaproic acid